O1C=C(C2=C1C=CC=C2)C[C@H](NC(C(NC=2N=NC=CC2)=O)=O)B(O)O (R)-(2-(benzofuran-3-yl)-1-(2-oxo-2-(pyridazin-3-ylamino)acetylamino)ethyl)boronic acid